2-chloro-1-amyl-3-methylimidazole hexafluorophosphate F[P-](F)(F)(F)(F)F.ClC1N(C=CN1C)CCCCC